biphenyl-tetracarboxylic acid palladium [Pd].C1(=C(C(=C(C(=C1)C(=O)O)C(=O)O)C(=O)O)C(=O)O)C1=CC=CC=C1